3-{2,6-bis[(Z)-7-hexadecenyl]-4-morpholinyl}propyl 3-(dimethylamino)propionate CN(CCC(=O)OCCCN1CC(OC(C1)CCCCCC\C=C/CCCCCCCC)CCCCCC\C=C/CCCCCCCC)C